ClC=1C=C(C=C(C1OC)OC)N=C=O 3-chloro-1-isocyanato-4,5-dimethoxybenzene